ClC1=NC=CC(=N1)COC1=CC=C(C=C1)C(C)(C)C1=CC=C(OC2CC(C2)N2C(C3=CC=CC=C3C2=O)=O)C=C1 2-((1s,3s)-3-(4-(2-(4-((2-chloropyrimidin-4-yl)methoxy)phenyl)propan-2-yl)phenoxy)cyclobutyl)isoindoline-1,3-dione